C[Si](C1=CC=C(C=C1)NC1=CC=CC=C1)(C)C N-(4-(trimethylsilyl)phenyl)aniline